O1C(COCC1)COC1=CC(=C(C(=N1)C#CC1=CC=C(OCC2=NC(=NO2)C)C=C1)CC)OCC1=CC=CC=C1 5-((4-((6-((1,4-Dioxan-2-yl)methoxy)-4-(benzyloxy)-3-ethylpyridin-2-yl)ethynyl)phenoxy)methyl)-3-methyl-1,2,4-oxadiazole